CN1N=C(C(=C1)C1=CC=2N(C=C1)N=C(N2)NC(CC2=CC(=C(OC1=C(C(=O)N)C=CC=N1)C=C2)F)=O)C 2-(4-(2-((7-(1,3-dimethyl-1H-pyrazol-4-yl)-[1,2,4]triazolo[1,5-a]pyridin-2-yl)amino)-2-oxoethyl)-2-fluorophenoxy)nicotinamide